(2S,4R)-N-((R)-1-(1H-pyrrolo[3,2-c]pyridin-2-yl)ethyl)-1-(2-(5-bromo-1-oxoisoindolin-2-yl)acetyl)-4-(difluoromethoxy)pyrrolidine-2-carboxamide N1C(=CC=2C=NC=CC21)[C@@H](C)NC(=O)[C@H]2N(C[C@@H](C2)OC(F)F)C(CN2C(C1=CC=C(C=C1C2)Br)=O)=O